4-(3,3-difluoropropoxy)cyclohexanamine FC(CCOC1CCC(CC1)N)F